4-(5-(4-Fluorophenyl)-3-(4-piperidyl)imidazol-4-yl)pyridine FC1=CC=C(C=C1)C1=C(N(C=N1)C1CCNCC1)C1=CC=NC=C1